Cl.NC\C=C(\CN1N=NC2=C1C=C(C=C2C2=CC(=CC=C2)S(NC)(=O)=O)C(=O)OC)/F methyl (Z)-1-(4-amino-2-fluoro-but-2-en-1-yl)-4-(3-(N-methylsulfamoyl) phenyl)-1H-benzo[d][1,2,3]triazole-6-carboxylate hydrochloride